10-ethoxy-3-hydroxy-10-oxodecanoic acid C(C)OC(CCCCCCC(CC(=O)O)O)=O